ClC1=C(C(=O)N([C@H](CN2CCCC2)[C@H](CC)C)C)C=CC(=C1)Cl 2,4-Dichloro-N-methyl-N-((2S,3S)-3-methyl-1-(pyrrolidin-1-yl)pentan-2-yl)benzamide